C1(CCCCC1)NCCN N1-cyclohexylethane-1,2-diamine